C12CC(=CCC1C2(C)C)C=O 3-Caren-10-al